2-{3-[(2R,6S)-2,6-Dimethylmorpholin-4-carbonyl]-5,6-dihydrocyclopenta[c]pyrazol-1(4H)-yl}-1-[4-(4-fluoro-3-methylphenyl)piperidin-1-yl]ethan-1-on C[C@@H]1CN(C[C@@H](O1)C)C(=O)C=1C2=C(N(N1)CC(=O)N1CCC(CC1)C1=CC(=C(C=C1)F)C)CCC2